2-[4-[5-[(1,5-dimethylpyrazol-3-yl)amino]-1-methyl-6-oxo-3-pyridyl]-3-(hydroxymethyl)-2-pyridyl]-10-fluoro-3,4,6,7,8,9-hexahydropyrido[3,4-b]indolizin-1-one CN1N=C(C=C1C)NC1=CC(=CN(C1=O)C)C1=C(C(=NC=C1)N1C(C=2C(=C3CCCCN3C2CC1)F)=O)CO